6-(4-amino-4-methylpiperidin-1-yl)-3-(2,3-dichlorophenyl)-2-methylisonicotinonitrile NC1(CCN(CC1)C=1N=C(C(=C(C#N)C1)C1=C(C(=CC=C1)Cl)Cl)C)C